5-methoxy-N,N-dimethyl-6-(4,4,5,5-tetramethyl-1,3,2-dioxaborolan-2-yl)benzofuran-2-carboxamide COC=1C(=CC2=C(C=C(O2)C(=O)N(C)C)C1)B1OC(C(O1)(C)C)(C)C